tert-Butyl N-[2-[2-(4-azidobutyloxy)ethoxy]ethyl]carbamate N(=[N+]=[N-])CCCCOCCOCCNC(OC(C)(C)C)=O